ProPanecarboxamide C(CC)C(=O)N